C(C)(C)(C)C=1C=C(C=C(C1O)C)CCC(=O)OCCOCCOC(CCC1=CC(=C(C(=C1)C)O)C(C)(C)C)=O diethylene glycol bis[beta-(3-tert-butyl-4-hydroxy-5-methylphenyl) propionate]